ethyl 6-((2S,5S)-4-(tert-butoxycarbonyl)-2,5-dimethylpiperazin-1-yl)-2-chloro-5-nitropyrimidine-4-carboxylate C(C)(C)(C)OC(=O)N1C[C@@H](N(C[C@@H]1C)C1=C(C(=NC(=N1)Cl)C(=O)OCC)[N+](=O)[O-])C